N-(2-(3-chlorophenyl)cyclopropyl)-1-((8-cyano-6-cyclopropylimidazo[1,2-a]pyridin-2-yl)methyl)-1H-1,2,3-triazole-4-carboxamide ClC=1C=C(C=CC1)C1C(C1)NC(=O)C=1N=NN(C1)CC=1N=C2N(C=C(C=C2C#N)C2CC2)C1